C(C)(C)(C)OC(=O)N1C(CC(CC1)=O)C1=NC(=C(C=C1)N(CC1=CC=CC=C1)CC1=CC=CC=C1)N(CC1=CC=CC=C1)CC1=CC=CC=C1 2-[5,6-bis(dibenzylamino)pyridin-2-yl]-4-oxopiperidine-1-carboxylic acid tert-butyl ester